The molecule is a divalent inorganic anion obtained by removal of both protons from molybdic acid It has a role as an Escherichia coli metabolite. It is a divalent inorganic anion and a molybdenum oxoanion. It is a conjugate base of a hydrogenmolybdate. [O-][Mo](=O)(=O)[O-]